4-(2-(benzyloxy)acetyl)-3-(sec-butyl)-6-fluoro-1,3,4,5-tetrahydro-2H-pyrido[3,4-e][1,4]diazepin-2-one C(C1=CC=CC=C1)OCC(=O)N1C(C(NC2=C(C1)C(=CN=C2)F)=O)C(C)CC